M-((S)-1-(3-Methylphenyl)ethyl)-4-((R)-3-(3-(trifluoromethyl)phenoxy)pyrrolidin-1-yl)tetrahydro-2H-pyran-4-carboxamide CC=1C=C(C=CC1)[C@@H](C)C1COCCC1(C(=O)N)N1C[C@@H](CC1)OC1=CC(=CC=C1)C(F)(F)F